C(C)OC(=O)C1=C(C2=C(CCC3=CN(N=C23)CC2=NC=C(C=C2Cl)F)O1)C 2-[(3-Chloro-5-fluoropyridin-2-yl)methyl]-8-methyl-4,5-dihydro-2H-furo[2,3-g]indazole-7-carboxylic acid ethyl ester